(2R,3R,4S,5R,6R)-2-(hydroxymethyl)-5-methoxy-6-((5-(piperidin-4-yl)isothiazol-3-yl)methyl)-4-(4-(3,4,5-trifluorophenyl)-1H-1,2,3-triazol-1-yl)tetrahydro-2H-pyran-3-ol OC[C@H]1O[C@@H]([C@@H]([C@H]([C@H]1O)N1N=NC(=C1)C1=CC(=C(C(=C1)F)F)F)OC)CC1=NSC(=C1)C1CCNCC1